C(C)(C)(C)OC(=O)N1CC2(CC1)CCN(CC2)C2=C(CN(S(=O)(=O)C=1C=CC3=C(C(=C(O3)C(=O)O)C)C1)CCC1=CC=CC=C1)C=CC=C2 5-(N-(2-(2-(tert-Butoxycarbonyl)-2,8-diazaspiro[4.5]dec-8-yl)benzyl)-N-phenethylsulfamoyl)-3-methylbenzofuran-2-carboxylic acid